C=CC(=O)OCC(CO)(COCC(COC(=O)C=C)(COC(=O)C=C)COC(=O)C=C)COC(=O)C=C dipentaerythritol monohydroxypentaacrylate